7-(4-chlorobenzyl)-8-(3,5-difluorophenoxy)-3-ethyl-1-(3-hydroxypropyl)-1H-purine-2,6(3H,7H)-dione ClC1=CC=C(CN2C(=NC=3N(C(N(C(C23)=O)CCCO)=O)CC)OC2=CC(=CC(=C2)F)F)C=C1